S(=O)(=O)(O)O.C(CCCC)[Li] amyl-lithium sulfate